3-((3-((3R,5R)-5-(4-chlorophenyl)tetrahydro-furan-3-yl)-1,2,4-oxadiazol-5-yl)methyl)-5,8-dihydropyrido[2,3-d]pyrimidine-4,7(3H,6H)-dione ClC1=CC=C(C=C1)[C@H]1C[C@@H](CO1)C1=NOC(=N1)CN1C=NC2=C(C1=O)CCC(N2)=O